C(C)(C)(C)OC(CCCCCCCCCCCCCCCCC(=O)O)=O Octadecanedioic acid-mono-tert-butylester